methoxy-adenosine-5'-triphosphate P(O)(=O)(OP(=O)(O)OP(=O)(O)O)OC[C@@H]1[C@H]([C@H]([C@@](O1)(N1C=NC=2C(N)=NC=NC12)OC)O)O